[SiH4].[S] sulfur silane